CC1=C(C(=NN1)C1=CC(=CC=C1)CC)O 5-methyl-3-(3-Ethylphenyl)-pyrazol-4-ol